Tert-butyl 4-(2-[4-[2-(2,6-dioxopiperidin-3-yl)-1,3-dioxoisoindol-5-yl]piperazin-1-yl]ethyl)piperidine-1-carboxylate O=C1NC(CCC1N1C(C2=CC=C(C=C2C1=O)N1CCN(CC1)CCC1CCN(CC1)C(=O)OC(C)(C)C)=O)=O